ClC=1C(=NC(=NC1)NC1=C(C=C(C(=C1)CC)N1CCC(CC1)N1CCNCC1)OC)NC1=C(C=NC=C1)NS(=O)(=O)C N-[4-[[5-chloro-2-[5-ethyl-2-methoxy-4-(4-piperazin-1-yl-1-piperidyl)anilino]pyrimidine-4-yl]amino]-3-pyridyl]methanesulfonamide